1H-PYRROLO[2,3-B]PYRIDINE-2-CARBOXYLIC ACID N1C(=CC=2C1=NC=CC2)C(=O)O